S(=O)(=O)(C1=CC=C(N=NC2=CC=C(N(C)C)C=C2)C=C1)N[C@@H](C(C)C)C(=O)O dabsylvaline